benzyl-N6-(tert-butoxycarbonyl)-L-lysine C(C1=CC=CC=C1)N[C@@H](CCCCNC(=O)OC(C)(C)C)C(=O)O